1-Ethyl-4-[3-(1-ethyl-4-piperidyl)propyl]piperidin C(C)N1CCC(CC1)CCCC1CCN(CC1)CC